FC(C1=C(C=C2C=C(NC2=C1)C(=O)N(C)[C@H]1CCCC=2NC(C3=CC(=CC=C3C12)F)=O)F)F (S)-6-(difluoromethyl)-5-fluoro-N-(8-fluoro-6-oxo-1,2,3,4,5,6-hexahydrophenanthridin-1-yl)-N-methyl-1H-indole-2-carboxamide